iodobenzeneboronic acid pinacol ester IC1=C(C=CC=C1)B1OC(C)(C)C(C)(C)O1